N-(2-cyclopropoxy-5-(4-(4-((6-(trifluoromethyl)pyridazin-3-yl)oxy)phenyl)piperidine-1-carbonyl)phenyl)-1-phenylmethanesulfonamide C1(CC1)OC1=C(C=C(C=C1)C(=O)N1CCC(CC1)C1=CC=C(C=C1)OC=1N=NC(=CC1)C(F)(F)F)NS(=O)(=O)CC1=CC=CC=C1